tert-butyl 4-((5-amino-2-bromo-4-(methylamino)phenoxy)methyl)-3,6-dihydropyridine-1(2H)-carboxylate NC=1C(=CC(=C(OCC=2CCN(CC2)C(=O)OC(C)(C)C)C1)Br)NC